Cl.NC=1N=CC(=NC1C1CNC1)C=1C=C(C=CC1C)C(CO)(C(F)(F)F)O 2-(3-(5-Amino-6-(azetidin-3-yl)pyrazin-2-yl)-4-methylphenyl)-3,3,3-trifluoropropane-1,2-diol hydrochloride salt